OCC1(CC1)S(=O)(=O)C(C(=O)OC(C)(C)C)(C)C tert-butyl 2-((1-(hydroxymethyl) cyclopropyl) sulfonyl)-2-methylpropionate